C1CC(=O)N(C1=O)OC(=O)CCCCCNC2=C(C=C(C=C2)[N+](=O)[O-])[N+](=O)[O-] N-Succinimidyl N-(2,4-dinitrophenyl)-6-aminocaproate